COCC1=CC=C(C=C1)O The molecule is a member of the class of phenols that is p-cresol in which one of the methyl hydrogens has been replaced by a methoxy group. It has a role as a plant metabolite.